ClC=1C=CC(=C2C(C(=C(NC12)NC1=C(C=C(C=C1)Cl)Cl)C(CC(C)C)=O)=O)C 8-chloro-2-((2,4-dichlorophenyl)amino)-5-methyl-3-(3-methylbutanoyl)quinolin-4(1H)-one